F[C@H]1[C@@H](O[C@@H]([C@H]1O)CO)N1C=NC=2C(O)=NC=NC12 2'-deoxy-2'-fluoro-Inosine